ClC1=C(C=C(OCC(=O)NC23CC(C2)(C3)C(=O)NCC3=CC=NO3)C=C1)F 3-[2-(4-chloro-3-fluorophenoxy)acetamido]-N-[(1,2-oxazol-5-yl)methyl]bicyclo[1.1.1]pentane-1-carboxamide